CCCCC[C@@H](/C=C/[C@H]1[C@H]2C[C@@H]([C@@H]1C/C=C\\CCCC(=O)[O-])OO2)OO The molecule is a prostaglandin carboxylic acid anion that is the conjugate base of prostaglandin G2, obtained by deprotonation of the carboxy group; major species at pH 7.3. It is an oxylipin anion and a prostaglandin carboxylic acid anion. It is a conjugate base of a prostaglandin G2.